6-bromo-5-(2,3-difluorophenyl)[1,3]thiazolo[4,5-b]pyridine BrC=1C=C2C(=NC1C1=C(C(=CC=C1)F)F)N=CS2